(9-((1H-benzo[d][1,2,3]triazol-1-yl)oxy)-4-bromofuro[2,3-f]quinazolin-7-yl)-N,N-dimethylazetidin-3-amine N1(N=NC2=C1C=CC=C2)OC2=NC(=NC1=CC(=C3C(=C21)OC=C3)Br)N3CC(C3)N(C)C